Cl\C=C/C(F)(F)Cl (Z)-1,3-dichloro-3,3-difluoropropan-1-ene